rac-N-[(4R,5R)-3-{[(tert-butyldimethylsilyl)oxy]methyl}-4-cyclopropyl-1-(oxan-4-yl)-6-oxo-4H,5H,7H-pyrazolo[3,4-b]pyridin-5-yl]-3-(trifluoromethyl)benzamide [Si](C)(C)(C(C)(C)C)OCC1=NN(C=2NC([C@@H]([C@@H](C21)C2CC2)NC(C2=CC(=CC=C2)C(F)(F)F)=O)=O)C2CCOCC2 |r|